NC=1C=CC(=NC1)C(=O)NC=1C=NC=NC1 5-amino-N-(pyrimidin-5-yl)picolinamide